5-amino-2-(2-fluoro-3-pyridinyl)-6-(5-methyl-1H-indazol-4-yl)pyrimidine-4-carboxamide NC=1C(=NC(=NC1C1=C2C=NNC2=CC=C1C)C=1C(=NC=CC1)F)C(=O)N